2-chloro-N-(9-fluoro-2,3-dimethoxy-5,6,8,9,10,11-hexahydro-7H-5,9:7,11-dimethanobenzo[9]annulen-7-yl)acetamide ClCC(=O)NC12CC3C4=C(C(CC(C1)(C3)F)C2)C=C(C(=C4)OC)OC